OCC1=C(C=2C=CC(OC2C=C1C)(C)C)O 6-(hydroxymethyl)-2,2,7-trimethyl-2H-chromen-5-ol